COC(=O)C1=NC(=C(C=C1[N+](=O)[O-])C(F)(F)F)N1[C@@H](CCC1)CC=C 6-[(2S)-2-allyl-pyrrolidin-1-yl]-3-nitro-5-(trifluoromethyl)pyridine-2-carboxylic acid methyl ester